C1(CC1)N1N=CC(=C1C)C(=O)Cl 1-cyclopropyl-5-methyl-1H-pyrazole-4-carbonyl chloride